(difluoromethyl)-8-fluorophenanthridine FC(F)C1=CC=CC2=NC=C3C=C(C=CC3=C12)F